NCCC#CC1=C2C=CC=C(C2=CC=C1)N1C(NC(CC1)=O)=O 1-(5-(4-aminobut-1-yn-1-yl)naphthalen-1-yl)dihydropyrimidine-2,4(1H,3H)-dione